(R)-N-((S)-1-(p-ethoxyphenyl)-ethyl)-2-methylpropane-2-sulfinamide C(C)OC1=CC=C(C=C1)[C@H](C)N[S@](=O)C(C)(C)C